2-azaspiro[3.4]octan-6-one C1NCC12CC(CC2)=O